Cl.ClC1=CC=C(C(=O)C2CCNCC2)C=C1 4-(4-chlorobenzoyl)piperidine hydrochloride